2-(dimethylamino)ethyl 5-ethyl-2-(4-isopropyl-4-methyl-5-oxo-4,5-dihydro-1H-imidazol-2-yl)nicotinate C(C)C=1C=NC(=C(C(=O)OCCN(C)C)C1)C=1NC(C(N1)(C)C(C)C)=O